1-(3-cyano-2-(1-methyl-1H-pyrazol-4-yl)quinolin-5-yl)-3-(3,3-difluorocyclobutyl)-N-methyl-5,6-dihydroimidazo[1,5-a]pyrazine-7(8H)-carboxamide C(#N)C=1C(=NC2=CC=CC(=C2C1)C=1N=C(N2C1CN(CC2)C(=O)NC)C2CC(C2)(F)F)C=2C=NN(C2)C